Dicyanomethylen-Pyran C(#N)C(C#N)=C1OC=CC=C1